C1(CC1)[C@@H](CO)NC(=O)C=1C=2C[C@@H]3[C@H](C2N(N1)C1=C(C=C(C=C1)F)F)C3 (1aR,5aR)-2-(2,4-Difluoro-phenyl)-1a,2,5,5a-tetrahydro-1H-2,3-diaza-cyclopropa[a]pentalene-4-carboxylic acid ((S)-1-cyclopropyl-2-hydroxy-ethyl)-amide